4-((1r,3r)-3-(benzyloxy)cyclobutoxy)-2-chloro-6-(1,1-difluoroethyl)pyridine C(C1=CC=CC=C1)OC1CC(C1)OC1=CC(=NC(=C1)C(C)(F)F)Cl